C(=O)(O)\C=C/C(=O)[O-].COC=1C=C2C(=CNC2=CC1)CC[NH3+] 2-(5-methoxy-1H-indol-3-yl)ethan-1-aminium (2Z)-3-carboxyprop-2-enoate